NC1=NNC2=NC=C(C=C21)N[C@@H]2CC[C@H](CC2)N2C(N(CC2=O)C=2C=NC=C(C2)C(F)(F)F)=O 3-{trans-4-[(3-amino-1H-pyrazolo[3,4-b]pyridin-5-yl)amino]cyclohexyl}-1-[5-(trifluoromethyl)-3-pyridinyl]-2,4-imidazolidinedione